OCCSC=1C=C(C(=O)OC)C=CC1C methyl 3-((2-hydroxy ethyl)thio)-4-methylbenzoate